O\N=C(\N)/C=1C=C(C=CC1)CC(C=1SC2=C(N1)C=CC(=C2)OC)NS(=O)(=O)C2=CC=C(C=C2)NC(C)=O N-[4-[[2-[3-[(E)-N'-hydroxycarbamimidoyl]phenyl]-1-(6-methoxy-1,3-benzothiazol-2-yl)ethyl]sulfamoyl]phenyl]acetamide